methyl 1-(3-bromophenyl)-3-ethylidenecyclobutane-1-carboxylate BrC=1C=C(C=CC1)C1(CC(C1)=CC)C(=O)OC